[Si](C)(C)(C(C)(C)C)OCC=1C=CC=2C3=C(C(NC2C1F)=O)CCC3 7-(((tert-butyldimethylsilyl)oxy)methyl)-6-fluoro-1,2,3,5-tetrahydro-4H-cyclopenta[c]quinolin-4-one